ClC=1C(=CC(=NC1)CC)C1=CC(=NN1)C(=O)N1CCC(CC1)C(=O)O [5-(5-chloro-2-ethylpyridin-4-yl)-1H-pyrazole-3-carbonyl]piperidine-4-carboxylic acid